Methylene-1,3-dioxolane-2-one C=C1OC(OC1)=O